N-(1-oxo-2-methyl-2-propenyl)-2-methyl-2-propenamide O=C(C(=C)C)NC(C(=C)C)=O